C(C)[C@]1(C(NC(N1)=O)=O)C1=CC=C(C=C1)C(=O)N1CCC(CC1)C=1C=NN(C1)C1=CC=C(C=C1)C (R)-5-ethyl-5-{4-[4-(1-p-tolyl-1H-pyrazol-4-yl)piperidine-1-carbonyl]phenyl}imidazolidine-2,4-dione